FC1(C[C@H](CN(C1)C(=O)OC1=CC=C(C=C1)OC(F)(F)F)N1C(CCCC1)=O)F 4-(Trifluoromethoxy)phenyl (3'R)-5',5'-difluoro-2-oxo[1,3'-bipiperidine]-1'-carboxylate